2-(4-fluorophenoxy)-N-(pyridin-2-yl)-N-(thiophen-2-ylmethyl)acetamide FC1=CC=C(OCC(=O)N(CC=2SC=CC2)C2=NC=CC=C2)C=C1